(3R)-5-chloro-7-(chlorosulfonyl)-2,3-dihydro-1-benzofuran-3-yl acetate C(C)(=O)O[C@H]1COC2=C1C=C(C=C2S(=O)(=O)Cl)Cl